3-(4-fluorophenyl)-1-propargyl-2,4-dioxo-1,2,3,4-tetrahydropyrimidine-5-carboxylic acid ethyl ester C(C)OC(=O)C=1C(N(C(N(C1)CC#C)=O)C1=CC=C(C=C1)F)=O